BrC=1C=CC(=C(OCCOC2(CCC2)C(=O)O)C1)C=1OC2=C(C=CC=C2C(C1)=O)Cl [2-[5-bromo-2-(8-chloro-4-oxo-chromen-2-yl)phenoxy]ethoxy]cyclobutanecarboxylic acid